C(CCC)OC(COC(C)=O)(OCCCC)OCCCC.[Zr].[Zr] zirconium Zirconium tributoxyethylacetate